9,10-bis(ethoxycarbonyloctadecyloxy)anthracene C(C)OC(=O)CCCCCCCCCCCCCCCCCCOC=1C2=CC=CC=C2C(=C2C=CC=CC12)OCCCCCCCCCCCCCCCCCCC(=O)OCC